C(C)(=O)OC1=CC=C2C=CC(=NC2=C1)Br 2-bromoquinolin-7-yl acetate